NC1=C(C(=NC=N1)OC1=C(C=C(C=C1)NC(=O)C=1C(N(C=CC1)C1=CC=C(C=C1)F)=O)Cl)F N-(4-((6-amino-5-fluoropyrimidin-4-yl)oxy)-3-chlorophenyl)-1-(4-fluorophenyl)-2-oxo-1,2-dihydropyridine-3-carboxamide